FC(C(C1(C2=CC=CC=C2C=2C=CC=CC12)C(C(C(F)(F)F)(F)F)(F)F)(F)F)(C(F)(F)F)F 9,9-di(heptafluoropropyl)-fluorene